1,5-dibromo-1,2,3-trimethoxybenzene BrC1(C(C(=CC(=C1)Br)OC)OC)OC